N1=NC=CN2C1=NC=N2 1,2,4-triazolo[5,1-c]-1,2,4-triazine